3-[3-methyl-5-(4-piperidyl)indol-1-yl]piperidine-2,6-dione CC1=CN(C2=CC=C(C=C12)C1CCNCC1)C1C(NC(CC1)=O)=O